(3R,5R,8R,9R,10S,13S,14S,17S)-3,13-dimethyl-17-(3-methyloxetan-3-yl)-2,4,5,6,7,8,9,10,11,12,14,15,16,17-tetradecahydro-1H-cyclopenta[a]phenanthren-3-ol C[C@]1(CC[C@@H]2[C@H]3CC[C@@]4([C@H](CC[C@H]4[C@@H]3CC[C@@H]2C1)C1(COC1)C)C)O